C1(=CC=CC=C1)C=CC=CC=C 6-phenyl-1,3,5-hexatrien